gamma-(2,3-epoxypropoxy)propyl-methyl-diethoxysilane C(C1CO1)OCCC[Si](OCC)(OCC)C